methyl 2-(4-hydroxy-4-methylcyclohexyl)-6-methoxy-2H-indazole-5-carboxylate OC1(CCC(CC1)N1N=C2C=C(C(=CC2=C1)C(=O)OC)OC)C